1-(3-chloro-4-fluorophenyl)-7-methoxy-6-(3-morpholinopropoxy)quinazolin-4-amine ClC=1C=C(C=CC1F)N1CN=C(C2=CC(=C(C=C12)OC)OCCCN1CCOCC1)N